C1(=CC(=CC=C1)C1=NC2=C3N=C(C=CC3=CC=C2C=C1)C1=CC(=CC=C1)C1=CC=2C(C3=CC=CC=C3C2C=C1)(C=1C=NC=CC1)C1=CC=CC=C1)C1=CC=CC=C1 2-([1,1'-biphenyl]-3-yl)-9-(3-(9-phenyl-9-(pyridin-3-yl)-9H-fluoren-2-yl)phenyl)-1,10-phenanthroline